COC=1C=C(C=C(C1)OC)N(C(=O)C=1N=C(SC1)C#C)C1CN(C(C1(C)C)=O)CC(F)(F)F N-(3,5-Dimethoxyphenyl)-N-(4,4-dimethyl-5-oxo-1-(2,2,2-trifluoroethyl)pyrrolidin-3-yl)-2-ethynylthiazole-4-carboxamide